C1(=CC=C(C=C1)C=O)C1=CC(=CC=C1)C1=CC=CC=C1 [1,1':3',1''-terphenyl]-4-carbaldehyde